1-(benzo[d][1,3]dioxol-5-yl)(1H-imidazol-1-yl)ethan-1-one oxime O1COC2=C1C=CC(=C2)C(CN2C=NC=C2)=NO